C(C)(=O)OC1=CC=C(C=C)C=C1 4-Acetoxystyrene